NCC#CC1=CC=2N(C=C1)N=CC2N2C(N(C(CC2)=O)CO)=O 1-(5-(3-aminoprop-1-yn-1-yl)pyrazolo[1,5-a]pyridin-3-yl)-3-(hydroxymethyl)dihydropyrimidine-2,4(1H,3H)-dione